(S)-3-{4-amino-6-[(2,2-difluoroethyl)amino]pyrido[3,4-d]pyrimidin-8-yl}-2,4-dimethylphenol NC=1C2=C(N=CN1)C(=NC(=C2)NCC(F)F)C=2C(=C(C=CC2C)O)C